ClC1=C(CCN2C=CC3=C2N=C(N=C3)NC3=C(C=C(C(=C3)F)N3CCN(CC3)C)OC)C=CC=C1 7-(2-chlorophenethyl)-N-(5-fluoro-2-methoxy-4-(4-methylpiperazin-1-yl)phenyl)-7H-pyrrolo[2,3-d]pyrimidin-2-amine